(±)-1-(2-(2,2,2-trifluoroethoxy)pyridin-4-yl)ethan FC(COC1=NC=CC(=C1)CC)(F)F